copper-gold-nickel [Ni].[Au].[Cu]